(2-bromo-5-(trifluoromethoxy)phenyl)-2-(4-((6,7-dimethoxyquinazolin-4-yl)oxy)-2,6-difluorophenyl)-2-oxoacetamide BrC1=C(C=C(C=C1)OC(F)(F)F)NC(C(=O)C1=C(C=C(C=C1F)OC1=NC=NC2=CC(=C(C=C12)OC)OC)F)=O